BrC=1N(C2=C(C(N(C=3C=C(C=CC23)Cl)C2=CC=CC=C2)=O)N1)C 2-Bromo-7-chloro-1-methyl-5-phenyl-1,5-dihydro-4H-imidazo[4,5-c]quinolin-4-one